OCC=1N=C(SC1)C1(CCOCC1)C1=CC=C(C(=O)N(C)C)C=C1 4-(4-(4-(hydroxymethyl)thiazol-2-yl)tetrahydro-2H-pyran-4-yl)-N,N-dimethylbenzamide